N1(CCC1)C=1N=NC=C(C1C1CCN(CC1)C(=O)OCC1=CC=CC=C1)C benzyl 4-(3-(azetidin-1-yl)-5-methylpyridazin-4-yl)piperidine-1-carboxylate